CC/1(N(CC\C1=C/C#C[Si](C)(C)C)C(=O)OCC)C Ethyl (3E)-2,2-dimethyl-3-[3-(trimethylsilyl)prop-2-yn-1-ylidene]pyrrolidine-1-carboxylate